4-(4-((tert-butyldiphenylsilyl)oxy)butyl)-1-(4-nitrophenyl)pyrrolidin-2-one [Si](C1=CC=CC=C1)(C1=CC=CC=C1)(C(C)(C)C)OCCCCC1CC(N(C1)C1=CC=C(C=C1)[N+](=O)[O-])=O